Trichlorofluoromethane Lithium [Li].ClC(F)(Cl)Cl